C12(CC3CC(CC(C1)C3)C2)CN2N=CC(=C2C)C2=C(C=3N(C=C2)C(=CN3)NC=3C=NC=CC3C(NS3SC2=C(N3)C=CC=C2)=O)C(=O)OC methyl 7-(1-(adamantan-1-ylmethyl)-5-methyl-1H-pyrazol-4-yl)-3-((4-(benzodithiazol-2-ylcarbamoyl)pyridin-3-yl)amino)imidazo[1,2-a]pyridine-8-carboxylate